(S)-5-(((4-(4-(2,3-dihydrobenzo[b][1,4]dioxin-6-yl)-1H-indol-1-yl)-2,6-dimethoxybenzyl)amino)methoxy)pyrrolidin-2-one O1C2=C(OCC1)C=C(C=C2)C2=C1C=CN(C1=CC=C2)C2=CC(=C(CNCO[C@H]1CCC(N1)=O)C(=C2)OC)OC